C(C)(C)(C)OC(=O)N1C=CC2=CC=C(C=C12)OC(F)F 6-(difluoromethoxy)-1H-indole-1-carboxylic acid tert-butyl ester